N-methyl-4-octyl-N-octadecyl-anilinium [tetrakis(perfluorophenyl) borate] FC1=C(C(=C(C(=C1F)F)F)F)[B-](C1=C(C(=C(C(=C1F)F)F)F)F)(C1=C(C(=C(C(=C1F)F)F)F)F)C1=C(C(=C(C(=C1F)F)F)F)F.C[NH+](C1=CC=C(C=C1)CCCCCCCC)CCCCCCCCCCCCCCCCCC